C(C)(C)(C)OC(CC[C@@H](C(=O)N)N1C(C2=CC=C(C=C2C1)Br)=O)=O (S)-5-amino-4-(5-bromo-1-oxoisoindolin-2-yl)-5-oxopentanoic acid tert-butyl ester